FC(C=1C(NC(N([C@H]2C[C@H](O)[C@@H](CO)O2)C1)=O)=O)(F)F 2'-Deoxy-5-(trifluoromethyl)uridine